4-chloro-5-methyl-dibenzo[c,e][1,2]thiazine-5-oxide ClC1=CC=CC=2C3=C(NS(C21)(C)=O)C=CC=C3